O=C1NC(CCC1N1CC2=CC=CC(=C2C1=O)SCCCCN1CCN(CC1)C1CCN(CC1)C1=NC=C(C(=O)N2CCC(CC2)CCCCNC(\C=C\C=2C=NC=CC2)=O)C=C1)=O (E)-N-(4-(1-(6-(4-(4-(4-((2-(2,6-dioxopiperidin-3-yl)-3-oxoisoindolin-4-yl)thio)butyl)piperazin-1-yl)piperidin-1-yl)nicotinoyl)piperidin-4-yl)butyl)-3-(pyridin-3-yl)acrylamide